O1[C@H](COCC1)CN1N=C2C3=C(CCC2=C1)OC(=C3C(F)(F)F)C(=O)NCCC3=NC=CN=C3 2-{[(2S)-1,4-Dioxan-2-yl]methyl}-N-[2-(pyrazin-2-yl)ethyl]-8-(trifluoromethyl)-4,5-dihydro-2H-furo[2,3-g]indazol-7-carboxamid